C1(CC1)C1=NN(C=N1)C1CC2(CN(C2)C(=O)N2CC3(CN(C3)S(=O)(=O)C34CC(C3)(C4)C(F)(F)F)C2)C1 [6-(3-cyclopropyl-1,2,4-triazol-1-yl)-2-azaspiro[3.3]heptan-2-yl]-[2-[[3-(trifluoromethyl)-1-bicyclo[1.1.1]pentanyl]sulfonyl]-2,6-diazaspiro[3.3]heptan-6-yl]methanone